bisoleoyl-propylamine C(CCCCCCC\C=C/CCCCCCCC)(=O)N(CCC)C(CCCCCCC\C=C/CCCCCCCC)=O